4-amino-5-chloro-1-((2R,4S,5R)-5-ethynyl-4-hydroxy-5-(hydroxymethyl)tetrahydrofuran-2-yl)pyrimidin-2(1H)-one NC1=NC(N(C=C1Cl)[C@@H]1O[C@@]([C@H](C1)O)(CO)C#C)=O